2-(2-methylphenyl)-1,2,3,4-tetrahydroisoquinoline-1-carbonitrile CC1=C(C=CC=C1)N1C(C2=CC=CC=C2CC1)C#N